CC(C)(C)OC(=O)CCCCCCC(C)C(=O)O Octane-2,8-dicarboxylic acid 8-(1,1-dimethylethyl) ester